N1C=CC2=C(C=CC=C12)OCC(CNCC=CC1=C(C=CC=C1)OC)O ((1H-indol-4-yl)oxy)-3-((3-(2-methoxyphenyl)allyl)amino)propan-2-ol